O1C=NC2=C1C=C(C=C2)C2=NOC(=N2)C=2C=C1C(CC(OC1=CC2)(CC)CC)=O 6-(3-(benzo[d]oxazol-6-yl)-1,2,4-oxadiazol-5-yl)-2,2-diethyl-chroman-4-one